N-nitroso(4-mercaptomethylphenyl)-hydroxylamine ammonium [NH4+].N(=O)N(O)C1=CC=C(C=C1)CS